FC1=C2CCCC(C2=CC(=C1)F)NC(OC(C)(C)C)=O tert-Butyl 5,7-difluoro-1,2,3,4-tetrahydronaphthalen-1-ylcarbamate